4-[(3S)-6-methoxy-3-methyl-3,4-dihydroisoquinolin-1-yl]benzonitrile COC=1C=C2C[C@@H](N=C(C2=CC1)C1=CC=C(C#N)C=C1)C